COC(=O)C1(CCC1)NC(C1=NC=C(C(=C1OCC1=CC=CC=C1)C)C1=CC(=CC=C1)Cl)=O 1-(3-(Phenylmethoxy)-5-(3-chlorophenyl)-4-methyl-picolinamido)cyclobutane-1-carboxylic acid methyl ester